N(=[N+]=[N-])CCC1=C(C=CC=C1F)F 2-(azidoethyl)-1,3-difluorobenzene